C(C=C)(=O)OCCNC(=O)OC1=C(C2=CC=CC=C2C=C1)C1=C(C=CC2=CC=CC=C12)OC(NCCCC)=O 2-{[({2'-[(butylcarbamoyl)oxy]-1,1'-binaphthyl-2-yl}oxy)carbonyl]amino}ethyl acrylate